FC=1C(=C(C=CC1)NC=1C2=C(N=CN1)C=CC(=N2)N2[C@@H]1CN([C@H](C2)C1)C(C=C)=O)OC 1-((1S,4S)-5-(4-((3-fluoro-2-methoxyphenyl)amino)pyrido[3,2-d]pyrimidin-6-yl)-2,5-diazabicyclo[2.2.1]heptan-2-yl)prop-2-en-1-one